C[N+](CCCC(=O)[O-])(CCOC(C(=C)C)=O)C dimethyl-(2-methacryloyloxyethyl)(3-carboxylatopropyl)aminium